methyl 1-(2-oxo-2-(4-(o-tolyloxy)piperidin-1-yl)ethyl)-1,4,5,6,7,8-hexahydrocyclohepta[c]pyrazole-3-carboxylate O=C(CN1N=C(C2=C1CCCCC2)C(=O)OC)N2CCC(CC2)OC2=C(C=CC=C2)C